3-(1-(2-chloro-5-(trifluoromethyl)benzyl)-1H-pyrazol-4-yl)-7,8-dimethoxy-2-(trifluoromethyl)-4H-chromen-4-one ClC1=C(CN2N=CC(=C2)C2=C(OC3=C(C(=CC=C3C2=O)OC)OC)C(F)(F)F)C=C(C=C1)C(F)(F)F